COC(=O)C1CC(C1)OCCOC1=CC=C(C=C1)C=1OC2=C(C=C(C=C2C(C1OC(F)(F)F)=O)F)Cl 3-[2-[4-[8-chloro-6-fluoro-4-oxo-3-(trifluoromethoxy)chromen-2-yl]phenoxy]ethoxy]cyclobutanecarboxylic acid methyl ester